([1,1'-Biphenyl]-4-yl)-2-phenyldibenzo[b,d]thiophene C1(=CC=C(C=C1)C1=C(C=CC=2SC3=C(C21)C=CC=C3)C3=CC=CC=C3)C3=CC=CC=C3